BrC(CC=1C(CC(C1)O)=O)=CCCCCO 2-(2-bromo-7-hydroxyhept-2-en-1-yl)-4-hydroxycyclopent-2-enone